C1(CCCC1)[C@@H]1COC[C@@H]2NCCN[C@H]21 (4aR,8S,8aS)-8-cyclopentyl-octahydro-1H-pyrano[3,4-b]pyrazine